ClC=1C(=NC(=NC1)N[C@H]1CN(CC1)C(=O)C1=CC=C(C=C1)NC(C#CC)=O)OC (R)-N-(4-(3-((5-chloro-4-methoxypyrimidin-2-yl)amino)pyrrolidine-1-carbonyl)phenyl)but-2-ynamide